5-chloro-1-(1-methylazetidin-3-yl)-1H-indole ClC=1C=C2C=CN(C2=CC1)C1CN(C1)C